Cl.FC1=CC=C(C=C1)C1=NC=CC(=C1)C(=O)N1CC=2N([C@H](C1)C)C(=NC2)[C@@](C(F)(F)F)(C)O (2-(4-fluorophenyl)pyridin-4-yl)((S)-5-methyl-3-((R)-1,1,1-trifluoro-2-hydroxypropan-2-yl)-5,6-dihydroimidazo[1,5-a]pyrazin-7(8H)-yl)methanone hydrochloride